COC1=NC(=CC=2CCCCC12)CCC 1-Methoxy-3-propyl-5,6,7,8-tetrahydroisoquinoline